O=C1NC(CCC1N1C(N(C2=C1C=CC(=C2)OCCOCCOCCOCCNC(OC(C)(C)C)=O)C)=O)=O tert-butyl N-[2-[2-[2-[2-[1-(2,6-dioxo-3-piperidyl)-3-methyl-2-oxo-benzimidazol-5-yl]oxyethoxy]ethoxy]ethoxy]ethyl]carbamate